tert-butyl N-[2-(prop-2-yn-1-yl)cyclohexyl]carbamate C(C#C)C1C(CCCC1)NC(OC(C)(C)C)=O